BrC=1C=CC(=NC1)NC(=O)C=1C(N(N2C1CCCC2)C2=CC=CC=C2)=O N-(5-bromopyridin-2-yl)-2-oxo-1-phenyl-1,2,4,5,6,7-hexahydropyrazolo[1,5-a]pyridine-3-carboxamide